5-((2-(4-(((2-Chloro-[1,1'-biphenyl]-4-yl)methyl)amino)-N-methylbutanamido)ethyl)amino)benzo[c][2,6]naphthyridine-8-carboxamide ClC1=C(C=CC(=C1)CNCCCC(=O)N(C)CCNC1=NC2=C(C3=CN=CC=C13)C=CC(=C2)C(=O)N)C2=CC=CC=C2